ethyl 5-(benzyloxy)-8-bromo-2-(6-fluorobenzo[d]oxazol-2-yl)-6-methoxy-1,2,3,4-tetra-hydroisoquinoline-3-carboxylate C(C1=CC=CC=C1)OC1=C2CC(N(CC2=C(C=C1OC)Br)C=1OC2=C(N1)C=CC(=C2)F)C(=O)OCC